4-(3-Hydroxy-6-phenethyl-pyridin-2-yl)-4-oxo-butyric acid ethyl ester C(C)OC(CCC(=O)C1=NC(=CC=C1O)CCC1=CC=CC=C1)=O